BrC1=CC=C(C=C1)NC(CN1N=C(C(=CC1=O)C1=CC=CC=C1)C)=O N-(4-bromophenyl)-2-[3-methyl-6-oxo-4-phenylpyridazin-1(6H)-yl]acetamide